FC(C(=O)NC=1C=CC2=C(N(N=N2)COCC[Si](C)(C)C)C1)(F)F 2,2,2-trifluoro-N-(1-((2-(trimethylsilyl)ethoxy)methyl)-1H-benzo[d][1,2,3]triazol-6-yl)acetamide